tertbutyl 3-(((2-(2-bromo-6-chloropyridin-4-yl)-2-oxoethyl)(tert-butoxy-carbonyl)amino)methyl)morpholine-4-carboxylate BrC1=NC(=CC(=C1)C(CN(C(=O)OC(C)(C)C)CC1N(CCOC1)C(=O)OC(C)(C)C)=O)Cl